C(#N)C=1C=C(OC2=C3C(=NNC3=C(C=C2)S(=O)(=O)C(F)(F)F)C#N)C=C(C1)F 4-(3-cyano-5-fluorophenoxy)-7-trifluoromethanesulfonyl-1H-indazole-3-carbonitrile